4-[1-(4-Chlorophenyl)cyclopropanecarbonyl]morpholine-3-carboxylic acid ClC1=CC=C(C=C1)C1(CC1)C(=O)N1C(COCC1)C(=O)O